5-(N-(4-(3-((7-amino-2-(furan-2-yl)-[1,2,4]triazolo[1,5-a][1,3,5]triazin-5-yl)amino)propyl)phenyl)sulfamoyl)-3-chloro-2-hydroxybenzamide sodium salt [Na+].NC1=NC(=NC=2N1N=C(N2)C=2OC=CC2)NCCCC2=CC=C(C=C2)NS(=O)(=O)C=2C=C(C(=C(C(=O)[NH-])C2)O)Cl